C[N+]1=C(NC=C1)C(C)(C)C N'-methyl-t-butylimidazolium